1-(3,3-difluorocyclobutyl)-1H-benzo[d][1,2,3]triazol-5-amine FC1(CC(C1)N1N=NC2=C1C=CC(=C2)N)F